(S)-3-(((5-(2-ethylphenyl)-2-methyl-isoindolin-1-yl)methyl)amino)isonicotinic acid C(C)C1=C(C=CC=C1)C=1C=C2CN([C@@H](C2=CC1)CNC1=C(C(=O)O)C=CN=C1)C